N-((1r,4r)-4-acetamidocyclohexyl)-4-(3-(4-chloro-2,6-dimethylphenoxy)-5-methylphenyl)-6-methyl-7-oxo-6,7-dihydro-1H-pyrrolo[2,3-c]pyridine-2-carboxamide C(C)(=O)NC1CCC(CC1)NC(=O)C1=CC2=C(C(N(C=C2C2=CC(=CC(=C2)C)OC2=C(C=C(C=C2C)Cl)C)C)=O)N1